tert-butyl 2-((2S,3S)-5-chloro-6-fluoro-3-methoxy-2-phenyl-4-(4,4,5,5-tetramethyl-1,3,2-dioxaborolan-2-yl)-2,3-dihydro benzofuran-2-yl)pyrrolidine-1-carboxylate ClC=1C(=CC2=C([C@@H]([C@](O2)(C2=CC=CC=C2)C2N(CCC2)C(=O)OC(C)(C)C)OC)C1B1OC(C(O1)(C)C)(C)C)F